trans-3-[(2-chlorobenzyl)oxy]-N-[2-fluoro-3-(4-methyl-6-oxo-1,6-dihydropyrimidin-2-yl)-4-(trifluoromethyl)benzyl]cyclobutane-1-carboxamide ClC1=C(CO[C@@H]2C[C@H](C2)C(=O)NCC2=C(C(=C(C=C2)C(F)(F)F)C=2NC(C=C(N2)C)=O)F)C=CC=C1